tert-butyl 5-((7-(butylamino)-5-((methoxycarbonyl) amino)-1H-pyrazolo[4,3-d]pyrimidin-1-yl) methyl)-4-methoxy-3',6'-dihydro-[2,4'-bipyridine]-1'(2'H)-carboxylate C(CCC)NC=1C2=C(N=C(N1)NC(=O)OC)C=NN2CC=2C(=CC(=NC2)C=2CCN(CC2)C(=O)OC(C)(C)C)OC